4-chloro-2-(4-pyridyl)pyrido[3,4-d]pyrimidine ClC=1C2=C(N=C(N1)C1=CC=NC=C1)C=NC=C2